5-iodobenzoate IC=1C=CC=C(C(=O)[O-])C1